ethanol copper nitrate [N+](=O)([O-])[O-].[Cu+2].C(C)O.[N+](=O)([O-])[O-]